FC=1C=C(C2=C(C(=C(O2)[C@H](C(F)(F)F)NC(NC=2C=NC(=NC2)N2[C@@H](COCC2)C)=O)C)C1)F 3-[(1R)-1-(5,7-difluoro-3-methyl-1-benzofuran-2-yl)-2,2,2-trifluoroethyl]-1-{2-[(3R)-3-methylmorpholin-4-yl]pyrimidin-5-yl}urea